CC(O)(CC)C Dimethyl-ethyl-methanol